4-(((1R,2S)-2-((tert-butyldimethylsilyl)oxy)-1-(5-(4-(((tert-butyldimethyl-silyl)oxy)methyl)phenyl)-1,3,4-oxadiazol-2-yl)propyl)amino)-2-chloro-3-methylbenzonitrile [Si](C)(C)(C(C)(C)C)O[C@H]([C@H](C=1OC(=NN1)C1=CC=C(C=C1)CO[Si](C)(C)C(C)(C)C)NC1=C(C(=C(C#N)C=C1)Cl)C)C